BrC=1SC(=CN1)[C@H]1N([C@@H](CC2=C1N(C1=CC=CC=C21)C(=O)OC(C)(C)C)C)CC(CO[Si](C2=CC=CC=C2)(C2=CC=CC=C2)C(C)(C)C)(F)F tert-butyl (1S,3R)-1-(2-bromothiazol-5-yl)-2-(3-((tert-butyldiphenylsilyl)oxy)-2,2-difluoropropyl)-3-methyl-1,2,3,4-tetrahydro-9H-pyrido[3,4-b]indole-9-carboxylate